CC=1C(C(N(N1)C1=CC=CC=C1)=O)=NC1=CC=CC=C1 5-methyl-2-phenyl-4-(phenylimino)-2,4-dihydro-3H-pyrazol-3-one